O[C@@H]1[C@@H](CCC2=C1N=C(S2)C(=O)NC)[C@@H]2N1C(C3=CC=CC=C23)=CN=C1 (4R,5S)-4-Hydroxy-5-((S)-5H-imidazo[5,1-a]isoindol-5-yl)-N-methyl-4,5,6,7-tetrahydrobenzo[d]thiazol-2-carboxamid